ClC1=C(C=CC=C1F)C(NS(=O)C(C)(C)C)C1(CC1)F N-((2-chloro-3-fluorophenyl)(1-fluorocyclopropyl)methyl)-2-methylpropane-2-sulfinamide